4-[9-[1-[(4-methoxyphenyl)methyl]-2,6-dioxopiperidin-3-yl]pyrido[2,3-b]indol-6-yl]piperazine-1-carboxylic acid tert-butyl ester C(C)(C)(C)OC(=O)N1CCN(CC1)C=1C=C2C3=C(N(C2=CC1)C1C(N(C(CC1)=O)CC1=CC=C(C=C1)OC)=O)N=CC=C3